(1R,2S)-2-[3-({6-[(2R,6S)-2,6-dimethylmorpholin-4-yl]-5-methoxy-2-methylpyrimidin-4-yl}amino)-1H-indazol-6-yl]-5'-methoxy-1'H-spiro[cyclopropane-1,3'-indol]-2'-one C[C@@H]1CN(C[C@@H](O1)C)C1=C(C(=NC(=N1)C)NC1=NNC2=CC(=CC=C12)[C@@H]1C[C@@]12C(NC1=CC=C(C=C21)OC)=O)OC